C12CC(CC(CC1)N2)C2=C(C=CC=C2)NS(=O)(=O)C N-[3-endo-(8-azabicyclo[3.2.1]oct-3-yl)-phenyl]methanesulfonamide